2-((6-((2-aminoethyl)(methyl)amino)-3,5-dicyano-4-ethylpyridin-2-yl)thio)-2-phenylacetamide 2,2,2-trifluoroacetate FC(C(=O)O)(F)F.NCCN(C1=C(C(=C(C(=N1)SC(C(=O)N)C1=CC=CC=C1)C#N)CC)C#N)C